C(C)(C)(C)NC(CC#N)=O N-(tertiary butyl)-2-cyanoacetamide